FC1=CC=C(C=C1)C(C(C(C(=O)NC1=CC=CC=C1)C(C(C)C)=O)C1=CC=CC=C1)=O (+/-)-4-fluoro-alpha-[2-methyl-1-oxopropyl]-γ-oxo-N,β-diphenylbenzenebutanamide